C(C1=CC=CC=C1)OC(NCCCN1CC([C@H](C1)NC(=O)OC(C)(C)C)(C)C)=O.C12(CC3CC(CC(C1)C3)C2)NC(COC2=NC(NC(=C2)C2CC2)=O)=O N-(adamantan-1-yl)-2-((6-cyclopropyl-2-oxo-1,2-dihydropyrimidin-4-yl)oxy)acetamide benzyl-N-{3-[(4R)-4-{[(tert-butoxy)carbonyl]amino}-3,3-dimethylpyrrolidin-1-yl]propyl}carbamate